methyl 5-fluoro-4-(3-((R*)-1-hydroxyethyl)-4-methyl-1H-pyrazol-1-yl)-2-(((S)-1,1,1-trifluoropropan-2-yl)oxy)benzoate FC=1C(=CC(=C(C(=O)OC)C1)O[C@H](C(F)(F)F)C)N1N=C(C(=C1)C)[C@@H](C)O |o1:24|